ethyl (E)-3-(4-bromo-3-chloro-phenyl)-2-methyl-prop-2-enoate BrC1=C(C=C(C=C1)/C=C(/C(=O)OCC)\C)Cl